urea, potassium salt [K].NC(=O)N